C(\C=C/CC)[C@@H]1CCCC(O1)=O (6S)-(Z)-6-pent-2-enyloxan-2-one